FC1(CC(C1)(N)C1=CN=NN1)F 3,3-difluoro-1-(1H-1,2,3-triazol-5-yl)cyclobutan-1-amine